CC(C)OC(=O)OC(C)OC(=O)C1=C(CS[C@H]2N1C(=O)[C@H]2NC(=O)/C(=N\\OC)/C3=CSC(=N3)N)COC The molecule is the 1-[(isopropoxycarbonyl)oxy]ethyl (proxetil) ester prodrug of cefpodoxime. After swallowing, hydrolysis of the ester group occurs in the intestinal epithelium, to release active cefpodoxime in the bloodstream. It is used to treat acute otitis media, pharyngitis, and sinusitis. It has a role as a prodrug and an antibacterial drug. It is a carboxylic ester, a cephalosporin and a carboxylic acid. It derives from a cefpodoxime and a 4-{((R)-2-Carboxy-3-methoxymethyl-8-oxo-5-thia-1-aza-bicyclo[4.2.0]oct-2-en-7-ylcarbamoyl)-[(Z)-methoxyimino]-methyl}-thiazol-2-yl-ammonium.